BrC=1C(=NC(=NC1)Cl)NC=1C(=C2C=NC(=NC2=CC1)C)P(C)(C)=O (6-((5-bromo-2-chloropyrimidin-4-yl)amino)-2-methylquinazolin-5-yl)dimethylphosphine oxide